ClC=1N=C(C=2C(N1)=NN(C2)C)OCC=2C=NC(=C(C2)F)C=2N(C=C(N2)C(F)(F)F)C 6-chloro-4-[[5-fluoro-6-[1-methyl-4-(trifluoromethyl)imidazol-2-yl]-3-pyridyl]methoxy]-2-methyl-pyrazolo[3,4-d]pyrimidine